(1S,3aS,4aR)-4,4-dimethyl-2,3,3a,4a-tetrahydro-1H-cyclopropa[1,2-c]pyrrole-1-carboxylic acid CC1([C@@H]2[C@H](NC[C@@H]21)C(=O)O)C